ethyl 5-aminopyrazolo[1,5-a]pyridine-3-carboxylate hydrochloride Cl.NC1=CC=2N(C=C1)N=CC2C(=O)OCC